C(CCCCCCCCCCC)(=O)[O-].C(CCCCCCCCCCC)(=O)[O-].C(CCC)[Sn+2]CCCC.[Pb+2] lead dibutyltin dilaurate